C(C)(C)(C)OC(=O)N1CC2=CC(=CC=C2CC1)OCC=1C=C2C=CC=NC2=CC1 7-((Quinolin-6-yl)methoxy)-3,4-dihydroisoquinoline-2(1H)-carboxylic acid tert-butyl ester